(4-(((1r,4r)-4-(hydroxymethyl)cyclohexyl)amino)-2-((4-morpholinophenyl)amino)-7H-pyrrolo[2,3-d]pyrimidin-5-yl)methanone OCC1CCC(CC1)NC=1C2=C(N=C(N1)NC1=CC=C(C=C1)N1CCOCC1)NC=C2C=O